Chloropyridazine-3-amine ClC1=C(N=NC=C1)N